O=C(COC1=CC=NC2=CC(=CC=C12)Cl)CCCCC=1N=NC=CN1 4-(2-oxo-(1,2,4-triazin-3-yl)-hexyloxy)-7-chloroquinoline